tert-butyl (6-(trifluoromethyl)isochroman-4-yl)carbamate FC(C=1C=C2C(COCC2=CC1)NC(OC(C)(C)C)=O)(F)F